C(#N)C1=C(N=C(S1)N(C=1N(N=C2C1N=C(C=C2C)N2CCN(CC2)C(=O)OC(C)(C)C)CC)CC(F)F)C2=CC=C(C=C2)F tert-butyl 4-(3-((5-cyano-4-(4-fluorophenyl)thiazol-2-yl)(2,2-difluoroethyl)amino)-2-ethyl-7-methyl-2H-pyrazolo[4,3-b]pyridin-5-yl)piperazine-1-carboxylate